C(=O)C1CCN(CC1)C=1SC2=C(N1)C=C(C(=C2)NC(=O)C2=NC(=CC=C2)C)C(C)(C)O N-[2-(4-formyl-1-piperidinyl)-5-(1-hydroxy-1-methyl-ethyl)-1,3-benzothiazol-6-yl]-6-Methyl-pyridine-2-carboxamide